(1R,5S)-N-[3-chloro-5-(trifluoromethyl)-2-pyridyl]-3-azabicyclo[3.1.0]hexan-6-amine ClC=1C(=NC=C(C1)C(F)(F)F)NC1[C@@H]2CNC[C@H]12